(R)-6-chloro-3-((1-(2-cyano-7-methyl-3-(pyrrolidin-1-yl)quinoxalin-5-yl)ethyl)amino)picolinic acid ClC1=CC=C(C(=N1)C(=O)O)N[C@H](C)C1=C2N=C(C(=NC2=CC(=C1)C)C#N)N1CCCC1